CN(C=1C=CC=2C(=C3C=CC(C=C3OC2C1)=[N+](C)C)C1=C(C(=O)[O-])C=CC=C1)C 2-[3-(dimethylamino)-6-dimethyliminio-xanthen-9-yl]benzoate